CC1=NC=C(C=N1)C[C@@H]1CC[C@H](CC1)C(=O)O trans-4-[(2-methylpyrimidin-5-yl)methyl]cyclohexanecarboxylic acid